FS(=O)(=O)[N-]S(=O)(=O)F bis(fluorosulfonyl)amid